tritertbutyl-phosphine C(C)(C)(C)P(C(C)(C)C)C(C)(C)C